1-((3-(5-(5-methylpyrazin-2-yl)-4,5-dihydro-1H-pyrazole-1-carbonyl)bicyclo[1.1.1]-pentan-1-yl)methyl)-1H-pyrazole-4-carbonitrile CC=1N=CC(=NC1)C1CC=NN1C(=O)C12CC(C1)(C2)CN2N=CC(=C2)C#N